4-[4-[5-chloro-6-oxo-2-(4-pyridyl)-1H-pyrimidin-4-yl]piperidine-1-carbonyl]benzonitrile ClC1=C(N=C(NC1=O)C1=CC=NC=C1)C1CCN(CC1)C(=O)C1=CC=C(C#N)C=C1